FC=1C=C(C=CC1)NCC1=CC(=C(C=C1)NC(CCC)=O)C N-{4-[(3-fluorophenylamino)methyl]-2-methylphenyl}butyramide